(E)-4-[2-(3,5-dimethoxyphenyl)-vinyl]-phenol COC=1C=C(C=C(C1)OC)/C=C/C1=CC=C(C=C1)O